C(CC=C)C1=C(C=CC(=C1)F)NC1=C(C(=O)O)C=C(C=N1)C(F)(F)F 2-((2-(But-3-en-1-yl)-4-fluorophenyl)amino)-5-(trifluoromethyl)nicotinic acid